5,6,7,8-tetrahydro-4H-thieno[3,2-c]azepin-4-one S1C=CC=2C(NCCCC21)=O